ClC1=CC(=C(S1)C1=NC=C(C(=N1)C)O[C@@H]1C[C@H](CCC1)C(=O)O)COC(N(CCC)C)=O (1S,3S)-3-((2-(5-Chloro-3-(((methyl(propyl)carbamoyl)oxy)methyl)thiophen-2-yl)-4-methylpyrimidine-5-yl)oxy)cyclohexane-1-carboxylic acid